9-(3-(4-(3-chlorophenyl)-6-(naphthalen-2-yl)-1,3,5-triazin-2-yl)phenyl)-3-phenyl-9H-carbazole ClC=1C=C(C=CC1)C1=NC(=NC(=N1)C1=CC2=CC=CC=C2C=C1)C=1C=C(C=CC1)N1C2=CC=CC=C2C=2C=C(C=CC12)C1=CC=CC=C1